N-(2-chloro-3-((3,5-dimethyl-4-oxo-3,4-dihydroquinazolin-6-yl)amino)-4-fluorophenyl)-1-cyclopropyl-methanesulfonamide ClC1=C(C=CC(=C1NC=1C(=C2C(N(C=NC2=CC1)C)=O)C)F)NS(=O)(=O)CC1CC1